N-((1S,3R)-3-(4-(chloromethyl)pyrimidin-2-yl)-3-((3',5',6-trifluoro-2'-hydroxy-[1,1'-biphenyl]-3-yl)methyl)cyclopentyl)methanesulfonamide ClCC1=NC(=NC=C1)[C@@]1(C[C@H](CC1)NS(=O)(=O)C)CC=1C=C(C(=CC1)F)C1=C(C(=CC(=C1)F)F)O